1-[4-(Benzothiophen-7-yl)-1-piperidyl]-2-[3-[(2S,6R)-2,6-dimethylmorpholin-4-carbonyl]-5,6-dihydro-4H-cyclopenta[c]pyrazol-2-ium-1-yl]ethanon S1C=CC2=C1C(=CC=C2)C2CCN(CC2)C(CN2[NH+]=C(C1=C2CCC1)C(=O)N1C[C@@H](O[C@@H](C1)C)C)=O